C(#N)C1=CC(CC(C1=O)(C)C)(C)NC(C1=CC=CC=C1)=O N-(3-cyano-1,5,5-trimethyl-4-oxocyclohex-2-en-1-yl)benzamide